(1-(3,3-difluorocyclobutyl)piperidin-4-yl(methyl)amino)-2-methyl-5-oxo-4,5-dihydropyrazolo[1,5-a]pyrido[4,3-e]pyrimidine-6-carbonitrile FC1(CC(C1)N1CCC(CC1)N(C)C=1C(=NN2C1NC(C1=C2C=NC=C1C#N)=O)C)F